(S)-3-(3-amino-4-(2-aminopyrazolo[1,5-a]pyrimidin-3-yl)-4-oxobutan-2-yl)-8-((1-methyl-1H-pyrazol-4-yl)ethynyl)-2-phenylisoquinolin-1(2H)-one NC([C@H](C)C=1N(C(C2=C(C=CC=C2C1)C#CC=1C=NN(C1)C)=O)C1=CC=CC=C1)C(=O)C=1C(=NN2C1N=CC=C2)N